N-(dicarboxymethyl)-L-glutamic acid tetrasodium [Na].[Na].[Na].[Na].C(=O)(O)C(N[C@@H](CCC(=O)O)C(=O)O)C(=O)O